C1(=CC=C(C=C1)N(C1=CC=C(C=C1)C)C=1C=C(C=CC1)C1=CC=C(C=C1)C1=CC=C(C=C1)C1=CC(=CC=C1)N(C1=CC=C(C=C1)C)C1=CC=C(C=C1)C)C bis(3-(N,N-di(p-tolyl)amino)phenyl)biphenyl